(2R)-2-amino-N-{6-[(4-cyano-3-ethylphenyl)oxy]-3-pyridinyl}butanamide N[C@@H](C(=O)NC=1C=NC(=CC1)OC1=CC(=C(C=C1)C#N)CC)CC